O=C1C=C2CCC1C2 oxo-bicyclo-[2.2.1]-heptene